C(C)(C)(C)C1=CC=CC(=N1)C1=CC2(CN(C2)C(=O)OC(C)(C)C)CC1 (rac)-tert-Butyl 6-(6-(tert-butyl)pyridin-2-yl)-2-azaspiro[3.4]oct-5-ene-2-carboxylate